[2-(2,2-dimethylpropionyloxy)-2-[2-[2-[2-(2,5-dioxopyrrolidin-1-yl) oxycarbonyloxypropanesulfonyl] ethylamino]-2-oxo-ethyl] hydrazino]2,2-dimethylpropionate CC(C(=O)ON(NCC(C(=O)[O-])(C)C)CC(=O)NCCS(=O)(=O)CC(C)OC(=O)ON1C(CCC1=O)=O)(C)C